ClC1=C(C(=NN1)C)NC(=O)C1=CC(=C(C=C1O[C@H](C(F)(F)F)C)C1=CN=C(C(=N1)NC(OC(C)(C)C)=O)F)F (S)-tert-butyl (6-(4-((5-chloro-3-methyl-1H-pyrazol-4-yl)carbamoyl)-2-fluoro-5-((1,1,1-trifluoropropan-2-yl)oxy)phenyl)-3-fluoropyrazin-2-yl)carbamate